C(=O)(OC)CCC(=O)C1N=COC1=O 4-(3-carbomethoxypropionyl)-1,3-oxazolin-5-on